CC1=CC2=NC(=CC=C2N1)C(=O)N 2-methyl-1H-pyrrolo[3,2-b]pyridine-5-carboxamide